9-[(2-hydroxy-1-(hydroxymethyl)ethoxy)methyl]guanine OCC(OCN1C=2N=C(NC(C2N=C1)=O)N)CO